NC1=C2N=CN(C2=NC(=N1)F)[C@H]1C[C@@H]([C@@](O1)(C#C)COC(CCCCCCCCC(=O)O)=O)O 10-(((2R,3S,5R)-5-(6-amino-2-fluoro-9H-purin-9-yl)-2-ethynyl-3-hydroxytetrahydrofuran-2-yl)methoxy)-10-oxodecanoic acid